C(C)(C)C1=C(C=CC=C1)[C@H]1N(CCC1)C1CC2(C1)CCN(CC2)C2=CC(=C(C(=O)OC)C=C2)OC=2C=C1C(=NC2)NC=C1 methyl 4-[2-[(2S)-2-(2-isopropylphenyl)pyrrolidin-1-yl]-7-azaspiro[3.5]nonan-7-yl]-2-(1H-pyrrolo[2,3-b]pyridin-5-yloxy)benzoate